((1r,4S)-4-aminocyclohexyl)methyl ((((2R,3S,4R,5S)-5-(4-aminopyrrolo[2,1-f][1,2,4]triazin-7-yl)-2-cyano-3,4-dihydroxytetrahydrofuran-2-yl)methoxy)(phenoxy)phosphoryl)-L-alaninate NC1=NC=NN2C1=CC=C2[C@H]2[C@@H]([C@@H]([C@@](O2)(C#N)COP(=O)(OC2=CC=CC=C2)N[C@@H](C)C(=O)OCC2CCC(CC2)N)O)O